C(CCCCCCCCCCCCC)[SiH](O[SiH2]O[SiH2]O[SiH2]O[SiH2]O[SiH2]Cl)Cl tetradecyl-1,11-dichlorohexasiloxane